C(CCC)OC(CCCCC\C=C/CCC)OCCCC (4Z)-11,11-dibutoxy-4-undecene